ClC1=C(C(=CC(=C1)C(C)(C)C1=CC=C(C=C1)OCC1=NC(=NC=C1)NS(=O)(=O)C)C#N)N1CCC2(CN(C2)C(=O)OC(C)(C)C)CC1 tert-butyl 7-[2-chloro-6-cyano-4-[1-[4-[[2-(methanesulfonamido)pyrimidin-4-yl]methoxy]phenyl]-1-methyl-ethyl]phenyl]-2,7-diazaspiro[3.5]nonane-2-carboxylate